O=C1N(CSC1)C1=CC=CC=C1 4-oxo-3-phenylthiazolidine